CN(C)C=C(C(=O)OC)C(C)=O methyl 2-((dimethylamino) methylene)-3-oxobutanoate